1,2-diphenyl-4-(m-tolyl)-1,2,4-triazolidine C1(=CC=CC=C1)N1N(CN(C1)C=1C=C(C=CC1)C)C1=CC=CC=C1